ClC1=CC(=C(C=C1)C1=C2C(=CN=C1)SC(=C2)C#N)C=2C(=NN(C2)CC)C(F)(F)F 4-(4-chloro-2-(1-ethyl-3-(trifluoromethyl)-1H-pyrazol-4-yl)phenyl)thieno[2,3-c]pyridine-2-carbonitrile